N-cyclopentyl-2-methylundecan-1-imine oxide C1(CCCC1)[N+](=CC(CCCCCCCCC)C)[O-]